2,4,6-triiodobenzene-1,3,5-triamine IC1=C(C(=C(C(=C1N)I)N)I)N